2-(2-hydroxy-2-methylpropyl)-7-iodo-[1,2,4]triazolo[4,3-a]pyridin-3(2H)-one OC(CN1N=C2N(C=CC(=C2)I)C1=O)(C)C